ClC=1C=C(C=CC1F)C=1N=CN(C1C=1C=CC=2N(N1)C(=CN2)C#N)C[C@H]2OCCC2 (S)-6-(4-(3-chloro-4-fluorophenyl)-1-((tetrahydrofuran-2-yl)methyl)-1H-imidazol-5-yl)imidazo[1,2-b]pyridazine-3-carbonitrile